methyl (S)-3-(2-((2-(dimethylamino)-2-oxoethyl)amino)-2-oxoethyl)-7-methyl-2-(2-(2-oxopyridin-1(2H)-yl)ethyl)-3,7,8,9-tetrahydro-6H-imidazo[4,5-f]quinoline-6-carboxylate CN(C(CNC(CN1C(=NC2=C3CC[C@@H](N(C3=CC=C21)C(=O)OC)C)CCN2C(C=CC=C2)=O)=O)=O)C